CC1(N(CCC2=C1N=C(N=C2N2[C@@H](COCC2)C)C2=C1C=CNC1=CC=C2)C(C2=CC(=CC=C2)F)=O)C (R)-8,8-Dimethyl-2-(1H-indol-4-yl)-7-(3-fluorobenzoyl)-4-(3-methylmorpholin-4-yl)-5,6,7,8-tetrahydropyrido[3,4-d]pyrimidine